O(C1=CC=CC=C1)C=1C=C(C(C#N)=CC1)C#N 4-Phenoxyphthalonitrile